CN1C=NC2=C3C(=NC=C21)NC=C3C(=O)NC(C)C 3-methyl-N-(prop-2-yl)-3,6-dihydroimidazo[4,5-d]pyrrolo[2,3-b]pyridine-8-carboxamide